1-methyl-4,5,6,7-tetrahydro-1H-pyrazolo[4,3-c]Pyridine-3-carboxamide CN1N=C(C=2CNCCC21)C(=O)N